methyl 4-((3-cyclopropyl-1H-pyrazol-1-yl)methyl)benzoate C1(CC1)C1=NN(C=C1)CC1=CC=C(C(=O)OC)C=C1